N[C@H]1CN(CCC1)C=1C(=CC(=NC1)C1=C(C=C(C=C1)OC)C(F)(F)F)CC1=CN=C2N1C=CN=C2N (R)-3-((5-(3-aminopiperidin-1-yl)-2-(4-methoxy-2-(trifluoromethyl)phenyl)pyridin-4-yl)methyl)imidazo[1,2-a]pyrazin-8-amine